C1(CC1)[C@H]([C@@H](CC(=O)O)C)NC(CN1C(C(C2=C(C(=CC=C12)C1CC1)F)(C)C)=O)=O (3R,4S)-4-cyclopropyl-4-(2-(5-cyclopropyl-4-fluoro-3,3-dimethyl-2-oxoindolin-1-yl)acetamido)-3-methylbutanoic acid